N-(4-Fluorophenyl)-3-[[4-oxo-6-(1H-pyrazol-4-yl)quinazolin-3-yl]methyl]benzamide FC1=CC=C(C=C1)NC(C1=CC(=CC=C1)CN1C=NC2=CC=C(C=C2C1=O)C=1C=NNC1)=O